[Cs].[Rb].[K].[Na].[Li] lithium sodium potassium rubidium cesium salt